CC1(CS1)SC1(C)CS1 (β-epithiopropyl) sulfide